tert-butyl N-[1-[4-(5-chloro-2,4-difluoro-anilino)pyrido[3,2-d]pyrimidin-6-yl]azetidin-3-yl]carbamate ClC=1C(=CC(=C(NC=2C3=C(N=CN2)C=CC(=N3)N3CC(C3)NC(OC(C)(C)C)=O)C1)F)F